N[C@H](CN1CC(C1)C(=O)[O-])C (S)-1-(2-aminopropyl)azetidine-3-carboxylate